ethyl 2-(3-(2-fluoro-5-(methoxycarbonyl) phenyl) ureido)-4-methylthiophene-3-carboxylate FC1=C(C=C(C=C1)C(=O)OC)NC(NC=1SC=C(C1C(=O)OCC)C)=O